C(=O)(O)[C@@H](O)[C@H](O)C(=O)O.N[C@]1(CN(CCC1)C=1C=NC(=CC1CN1C2=NC=NC(=C2N=C1)N)C1=C(C=C(C(=C1)F)OC)F)[C@@H](C(F)F)O (S)-1-((R)-3-amino-1-(4-((6-amino-9H-purin-9-yl)methyl)-6-(2,5-difluoro-4-methoxyphenyl)pyridin-3-yl)-piperidin-3-yl)-2,2-difluoroethan-1-ol, D-tartrate salt